Ethyl (E)-3-(2-(benziloxy)-5-fluorophenyl)acrylate C(C(O)(C1=CC=CC=C1)C1=CC=CC=C1)(=O)OC1=C(C=C(C=C1)F)/C=C/C(=O)OCC